COC1=CC=C(C(=O)OCC(O)C2OCC(C2O)O)C=C1 [2-(3,4-dihydroxytetrahydrofuran-2-yl)-2-hydroxy-ethyl] 4-methoxybenzoate